N-((2R,3S)-1-(4-(difluoromethyl)-2-fluorophenyl)-2-((((CIS)-4-phenylcyclohexyl)oxy)methyl)pyrrolidin-3-yl)methanesulfonamide FC(C1=CC(=C(C=C1)N1[C@H]([C@H](CC1)NS(=O)(=O)C)CO[C@@H]1CC[C@@H](CC1)C1=CC=CC=C1)F)F